1-carboxymethyl-2-ethyl-3-methyl-1H-benzimidazol C(=O)(O)CN1C(N(C2=C1C=CC=C2)C)CC